diphenyl[(phenylsulfanyl)phenyl]sulfonium C1(=CC=CC=C1)[S+](C1=C(C=CC=C1)SC1=CC=CC=C1)C1=CC=CC=C1